[(3aS,7aS)-3a-(3,4-dimethoxyphenyl)-1-methyl-3,4,5,7a-tetrahydro-2H-indol-6-yl]4-(trifluoromethyl)benzoate COC=1C=C(C=CC1OC)[C@@]12CCN([C@H]2C=C(CC1)OC(C1=CC=C(C=C1)C(F)(F)F)=O)C